4-hydroxypiperidine-1,2-dicarboxylate OC1CC(N(CC1)C(=O)[O-])C(=O)[O-]